Cl.N1C=NC=2C1=CN=NC2N 1H-imidazo[4,5-d]pyridazin-4-amine hydrochloride